C(#N)C=1C=C(C=CC1)C=1N=C(SC1C1=CC(=NC(=C1)C)C)NC(=O)N1CCCCC1 1-[[4-(3-Cyanophenyl)-5-(2,6-dimethyl-4-pyridyl)thiazol-2-yl]carbamoyl]piperidin